2-(pentan-3-yloxy)imidazo[2,1-f][1,2,4]triazine-4-amine CCC(CC)OC1=NN2C(C(=N1)N)=NC=C2